3-(Chloromethyl)-9-fluoro-7-hydroxy-2-iodo-7-methyl-6,7-dihydropyrido[3,2,1-ij]quinolin-1(5H)-one ClCC=1N2C3=C(C=C(C=C3C(C1I)=O)F)C(CC2)(C)O